5-chloro-2-fluoro-4-(isothiazol-3-yl)aniline ClC=1C(=CC(=C(N)C1)F)C1=NSC=C1